[Cl-].[Cl-].CC(C)C[O-].CC(C)C[O-].[Zr+4] zirconium diisobutoxide dichloride